O1COC2=C1C=CC(=C2)CCC(=O)NC2=C(C(=NN2)C2=CC=NC=C2)C 3-(Benzo[d][1,3]dioxol-5-yl)-N-(4-methyl-3-(pyridin-4-yl)-1H-pyrazol-5-yl)propanamide